1-bromo-2-fluoro-4-(4-ethylcyclohexyl)benzene ethyl-(S)-3-(2',4'-difluorobiphenyl-3-yl)-3-(3-(4-hydroxy-1,6-dimethyl-2-oxo-1,2-dihydropyridin-3-yl)ureido)propanoate C(C)OC(C[C@H](NC(=O)NC=1C(N(C(=CC1O)C)C)=O)C=1C=C(C=CC1)C1=C(C=C(C=C1)F)F)=O.BrC1=C(C=C(C=C1)C1CCC(CC1)CC)F